4-n-octanoyl-benzene C(CCCCCCC)(=O)C1=CC=CC=C1